1-[3-(1-hydroxyethyl)azetidin-1-yl]ethanone OC(C)C1CN(C1)C(C)=O